COC=1C=C(C=C(C1)NC(C=C)=O)C=1C=C2C(=NNC2=CC1)C(=O)NC1CCN(CC1)C 5-[3-methoxy-5-(prop-2-enamido)phenyl]-N-(1-methylpiperidin-4-yl)-1H-indazole-3-carboxamide